CS(=O)(=O)N1CCC(CC1)NC1=NN2C(C(=C(C=C2)C=2C=NNC2)OC2CCN(CC2)C(=O)[O-])=N1 4-((2-((1-(methylsulfonyl)piperidin-4-yl)amino)-7-(1H-pyrazol-4-yl)-[1,2,4]triazolo[1,5-a]pyridin-8-yl)oxy)piperidine-1-carboxylate